phenyl (2,2,3,3,3-pentafluoro-n-propyl) disulfide FC(CSSC1=CC=CC=C1)(C(F)(F)F)F